(S)-5-(5-cyano-6-((3-hydroxy-3-methylbutan-2-yl)amino)pyridin-3-yl)-N-cyclopropyl-2-fluoro-4-methylbenzamide C(#N)C=1C=C(C=NC1N[C@@H](C)C(C)(C)O)C=1C(=CC(=C(C(=O)NC2CC2)C1)F)C